ClC1=NC=2N(C=C1)N=C(C2F)C 5-chloro-3-fluoro-2-methylpyrazolo[1,5-a]pyrimidine